methyl 7-(1-(adamantan-1-ylmethyl)-5-methyl-1H-pyrazol-4-yl)-3-aminoimidazo[1,2-a]pyridine-8-carboxylate C12(CC3CC(CC(C1)C3)C2)CN2N=CC(=C2C)C2=C(C=3N(C=C2)C(=CN3)N)C(=O)OC